ethyl 6-chloro-7-methoxypyrazolo[1,5-a]pyridine-3-carboxylate ClC=1C=CC=2N(C1OC)N=CC2C(=O)OCC